C(C)(C)(C)OC([C@@H](NC(CC)=O)C1=CC=CC=C1)=O propionyl-L-2-phenylglycine tert-butyl ester